C(#CCCCC)C=1N(C2=NC(=NC(=C2N1)NC)C=1SC=CC1)[C@@H]1OC[C@H]([C@H]1O)O (2R,3R,4R)-2-(8-(Hex-1-yn-1-yl)-6-(methylamino)-2-(thiophen-2-yl)-9H-purin-9-yl)tetrahydrofuran-3,4-diol